C([C@@H]1[C@H]([C@@H]([C@@H]([C@H](O1)O[C@@H]2[C@H](O[C@@H]([C@H]([C@H]2O)O[C@@H]3[C@H]([C@H]([C@@H]([C@H](O3)CO)O)O)O)O)CO)O)O)O)O The molecule is a mannotriose that is alpha-D-mannopyranose in which the hydroxy groups at positions 2 and 4 have each been converted into the corresponding alpha-D-mannopyranoside. It derives from an alpha-D-Manp-(1->4)-alpha-D-Manp and an alpha-D-Manp-(1->2)-alpha-D-Manp.